1,1,1,3,3,3-hexafluoro-2-isocyanatopropane FC(C(C(F)(F)F)N=C=O)(F)F